3-{2-[(2S)-oxolan-2-yl]ethoxylpyridin-4-yl}-1,5,6,7-tetrahydro-4H-pyrrolo[3,2-c]pyridin-4-one O1[C@@H](CCC1)CCOC1=NC=CC(=C1)C1=CNC2=C1C(NCC2)=O